C1(CC1)C1=NC=NC(=C1C=1N=CC2=C(C(=C3CCCCN23)I)N1)OC 2-(4-cyclopropyl-6-methoxypyrimidin-5-yl)-10-iodo-6,7,8,9-tetrahydropyrimido[4,5-b]indolizine